COC1=C(C=C(C=C1)[C@@H]1CC[C@H](CC1)CN(C(=O)[C@@H]1CC[C@H](CC1)OCCOC)C1=CC(=CC=C1)C1=CN=C(S1)OC)C trans-N-((trans-4-(4-Methoxy-3-methylphenyl)cyclohexyl)methyl)-4-(2-methoxyethoxy)-N-(3-(2-methoxythiazol-5-yl)phenyl)cyclohexanecarboxamide